[Sn+4].[S-2].[S-2].[Hf+4] hafnium disulphide tin